S1C(=NC2=C1C=CC=C2)NC2=C(C1=C(N(CCCC1)C=1SC=C(N1)C(=O)OCC)N=N2)C ethyl 2-{3-[(1,3-benzothiazol-2-yl)amino]-4-methyl-5H,6H,7H,8H,9H-pyridazino[3,4-b]azepin-9-yl}-1,3-thiazole-4-carboxylate